FC([C@@H](C)OC(=O)NC1=C(N=NN1C)C1=CC=C(C(=N1)C)C#C[C@H]1[C@@H](CCC1)C(=O)O)(CC)F trans-2-((6-(5-(((((R)-3,3-difluoropentan-2-yl)oxy)carbonyl)amino)-1-methyl-1H-1,2,3-triazol-4-yl)-2-methylpyridin-3-yl)ethynyl)cyclopentane-1-carboxylic acid